ClC=1C=C(C=CC1)C1=NOC(=C1)C(=O)NC[C@@H]1CN(CC1)C#N (R)-3-(3-chlorophenyl)-N-((1-cyanopyrrolidin-3-yl)methyl)isoxazole-5-carboxamide